COC1=C(C=C2C(=NC=NC2=C1)C=1C(=NN(C1)C)C1=CC=CC=C1)OC1CCOCC1 7-methoxy-4-(1-methyl-3-phenyl-1H-pyrazol-4-yl)-6-((tetrahydro-2H-pyran-4-yl)oxy)quinazoline